CC(C[Sn](CC(C)(C)C1=CC=CC=C1)CC(C)(C)C1=CC=CC=C1)(C)C1=CC=CC=C1 tri(2-methyl-2-phenyl-propyl)tin